2-methyl-5-nitro-1-((2-(trimethylsilyl)ethoxy)methyl)-1H-imidazole CC=1N(C(=CN1)[N+](=O)[O-])COCC[Si](C)(C)C